4-cyclopropoxy-3-methoxy-N-((S)-3,3,3-trifluoro-2-((R)-7-(4-fluorophenyl)-3-methyl-3-(4H-1,2,4-triazol-4-yl)-2,3-dihydrofuro[2,3-c]pyridin-5-yl)-2-hydroxypropyl)benzamide C1(CC1)OC1=C(C=C(C(=O)NC[C@](C(F)(F)F)(O)C=2C=C3C(=C(N2)C2=CC=C(C=C2)F)OC[C@@]3(N3C=NN=C3)C)C=C1)OC